OCCCOC1=CC=C(C(/C=C/C2=CC=CC=C2)=O)C=C1 4'-(3-hydroxy-propyloxy)chalcone